3-(4-hydroxy-3,5-dimethoxyphenyl)acrylonitrile OC1=C(C=C(C=C1OC)C=CC#N)OC